NC1=C(C(=NN1C1=CC=NC=C1)C1=CC=C(C=C1)Br)C#N 5-Amino-3-(4-bromophenyl)-1-(4-pyridinyl)pyrazole-4-carbonitrile